cis-4-amino-1-[6-(3-cyano-5,6-difluoro-2-hydroxyphenyl)-3-(3-fluoro-5-methylphenyl)quinolin-4-yl]piperidine-3-carbonitrile N[C@@H]1[C@@H](CN(CC1)C1=C(C=NC2=CC=C(C=C12)C1=C(C(=CC(=C1F)F)C#N)O)C1=CC(=CC(=C1)C)F)C#N